6-(1-methyl-1H-pyrazol-4-yl)-3-((tetrahydro-2H-pyran-4-yl)ethynyl)isoquinoline CN1N=CC(=C1)C=1C=C2C=C(N=CC2=CC1)C#CC1CCOCC1